C(#N)C1N(CSC1)C(CNC(=O)C1=CC=NC2=CC=C(C=C12)C1(CCC1)F)=O N-(2-(4-Cyanothiazolidin-3-yl)-2-oxoethyl)-6-(1-fluoro-cyclobutyl)quinoline-4-carboxamide